C(C)OC(C1C(OCC1)OCC)OCC 3-(Diethoxymethyl)-2-ethoxytetrahydrofuran